ClC1=C(C(=O)NC2=C3C=NN(C3=CC=C2)C2=CC=C(C=C2)OC(F)(F)F)C=C(C=C1)CNC(C(CO)(C)C)=O 2-chloro-5-{[(3-hydroxy-2,2-dimethylpropionyl)amino]methyl}-N-{1-[4-(trifluoromethoxy)phenyl]-1H-indazol-4-yl}benzamide